FC1([C@H](C=2C(=NN(C2CC1)CCC(C#N)(C)C)C(F)(F)F)O)F 4-[(4S)-5,5-Difluoro-4-hydroxy-3-(trifluoromethyl)-6,7-dihydro-4H-indazol-1-yl]-2,2-dimethylbutanenitrile